C(C)(C)(C)OC(=O)N(C(=O)OC(C)(C)C)CCN(C1=C(NC=C1)C(=O)OCC)CC1=CC=CC=C1 ethyl 3-[{bis(t-butoxycarbonyl) aminoethyl} benzylamino]-1H-pyrrole-2-carboxylate